1-(3-(4-methoxyphenyl)-1,2,4-oxadiazol-5-yl)-N-(((S)-1-(((S)-1-methylpiperidin-3-yl)methyl)pyrrolidin-3-yl)methyl)piperidine-4-carboxamide COC1=CC=C(C=C1)C1=NOC(=N1)N1CCC(CC1)C(=O)NC[C@H]1CN(CC1)C[C@@H]1CN(CCC1)C